(2S)-2-[9H-fluoren-9-ylmethoxycarbonyl-(methyl)amino]-3-(4-methylphenyl)propionic acid C1=CC=CC=2C3=CC=CC=C3C(C12)COC(=O)N([C@H](C(=O)O)CC1=CC=C(C=C1)C)C